CC1=NC=CC(C1OC)=O 2-methyl-3-methoxypyridin-4-one